N-[(1R)-1,2,3,4-tetrahydro-1-naphthyl]-1H-benzimidazol-2-amine [C@H]1(CCCC2=CC=CC=C12)NC1=NC2=C(N1)C=CC=C2